4-[4-(3-tert-butylphenoxy)-3-methoxyphenyl]-2H,4H,5H,6H,7H-pyrazolo[3,4-b]pyridin-6-one C(C)(C)(C)C=1C=C(OC2=C(C=C(C=C2)C2C=3C(NC(C2)=O)=NNC3)OC)C=CC1